FC1=C(C=C(C=C1)F)[C@@]12N(CC[C@H]2C1)C1=NC=2N(C=C1)N=CC2C2=CN=C(S2)C(F)(F)F 5-(5-((1R,5S)-1-(2,5-difluorophenyl)-2-azabicyclo[3.1.0]hexan-2-yl)pyrazolo[1,5-a]pyrimidin-3-yl)-2-(trifluoromethyl)thiazole